ClC1=CC=C(C2=CN(N=C12)C)C1=CC=C2C(=N1)SC(=N2)NC(=O)C2=CN=NC=C2C2=C(C=CC=C2)OC N-(5-(7-chloro-2-methyl-2H-indazol-4-yl)thiazolo[5,4-b]pyridin-2-yl)-5-(2-methoxyphenyl)pyridazine-4-carboxamide